O1CCN(CC1)C=1C2=C(N=C(N1)NC1=NNC(=C1)C=1C=C(C=CC1)C)C=C(O2)C=2C=NC=CC2 4-morpholino-N-[5-(m-tolyl)-1H-pyrazol-3-yl]-6-(3-pyridyl)furo[3,2-d]pyrimidin-2-amine